N1-(2,2,2-trifluoroethyl)cyclohexane-1,4-diamine FC(CNC1CCC(CC1)N)(F)F